FC1=CC=C(C=C1)C=1C(=CC(N(N1)CC1=C(C(=CC=C1C)OC)C)=S)C 6-(4-fluorophenyl)-2-(3-methoxy-2,6-dimethylbenzyl)-5-methylpyridazine-3(2H)-thione